CCCCCCCC/C=C\\CCCCCCCC(=O)NCC(=O)O The molecule is a fatty acid derivative that is the 9Z-octadecenoyl derivative of glycine. It is believed to be an intermediate in oleamide biosynthesis. It has a role as a metabolite. It is a fatty amide and a N-acylglycine 18:1. It derives from an oleic acid. It is a conjugate acid of a N-oleoylglycinate.